CC(C(=O)O)C1=CC=C(C=C1)O.OC1=CC=C(C=C1)CC(=O)OC Methyl p-hydroxyphenylacetate (Methyl 4-hydroxyphenylacetate)